2-(2,6-dioxopiperidin-3-yl)-5-(4-(piperazin-1-yl)piperidin-1-yl)isoindoline-1,3-dione dihydrochloride Cl.Cl.O=C1NC(CCC1N1C(C2=CC=C(C=C2C1=O)N1CCC(CC1)N1CCNCC1)=O)=O